FC1=CC(=C(C=C1)C=1C2=C(C(=NC1C1=NN3C(CN(CC3)C(=O)OC(C)(C)C)=C1)OS(=O)(=O)C(F)(F)F)C=CS2)OC(C)C tert-butyl 2-[7-(4-fluoro-2-isopropoxy-phenyl)-4-(trifluoromethylsulfonyloxy) thieno[3,2-c]pyridin-6-yl]-6,7-dihydro-4H-pyrazolo[1,5-a]pyrazine-5-carboxylate